N4-cyclohexyl-N6-(2-methoxy-4-morpholinophenyl)-3-(1H-1,2,3-triazol-4-yl)-1H-pyrazolo[3,4-d]pyrimidine-4,6-diamine C1(CCCCC1)NC1=C2C(=NC(=N1)NC1=C(C=C(C=C1)N1CCOCC1)OC)NN=C2C=2N=NNC2